I.C(CCC)P(C12CC3CC(CC(C1)C3)C2)C23CC1CC(CC(C2)C1)C3 n-butyl-di(1-adamantyl)phosphine hydroiodide